CN1C(CCC(C2=C1C=CC=C2)CNC)=O 1-methyl-5-[(methylamino)methyl]-2,3,4,5-tetrahydro-1H-1-benzazepin-2-one